5-methyl-5,6,7,8-tetrahydroquinoline CC1C=2C=CC=NC2CCC1